(S)-neopentyl ((5-fluoro-2-(2-methoxy-7-methylquinoxalin-5-yl)-7,8-dihydrobenzofuro[5,4-d]thiazol-7-yl)methyl)carbamate FC1=CC=2N=C(SC2C=2C[C@H](OC21)CNC(OCC(C)(C)C)=O)C2=C1N=CC(=NC1=CC(=C2)C)OC